Cl.NCCCNC(C1=CC=C(C=C1)CN[C@@H]1C[C@@H](CC1)N(C=1C2=C(N=CN1)SC(=C2)CC(F)(F)F)C)=O N-(3-aminopropyl)-4-({[(1S,3R)-3-{methyl[6-(2,2,2-trifluoroethyl)thieno[2,3-d]pyrimidin-4-yl]amino}cyclopentyl]amino}methyl)benzamide hydrochloride